C(C1=CC=CC=C1)N1CCC(CC1)C1CN(CCC1)CCC1=C(C=C(C#N)C=C1)F 4-(2-(1'-benzyl-[3,4'-bipiperidin]-1-yl)ethyl)-3-fluorobenzonitrile